[Al+3].CP([O-])(=O)CC.CP([O-])(=O)CC.CP([O-])(=O)CC tris(methylethyl-phosphinic acid) aluminum salt